NCCCNC1=C2CN(CC2=CC=C1)[C@H](C(=O)N[C@@H](C(=O)NCC1=C(C=C(C=C1F)O)F)CCCN\C(=N/C(NCC)=O)\N)C1=CC=CC=C1 (R)-2-((S)-2-(4-((3-aminopropyl)amino)isoindolin-2-yl)-2-phenylacetamido)-N-(2,6-difluoro-4-hydroxybenzyl)-5-((Z)-2-(ethylcarbamoyl)guanidino)pentanamide